trans-4-((6-(Dimethylamino)-[3,4'-bipyridin]-2'-yl)((trans-4-(4-methoxy-3-methylphenyl)cyclohexyl)methyl)carbamoyl)-cyclohexyl methylcarbamate CNC(O[C@@H]1CC[C@H](CC1)C(N(C[C@@H]1CC[C@H](CC1)C1=CC(=C(C=C1)OC)C)C1=NC=CC(=C1)C=1C=NC(=CC1)N(C)C)=O)=O